4,5,6,7-tetrahydro-benzothiazol-2,6-diamine S1C(=NC2=C1CC(CC2)N)N